O1C(=CC=C1)C(=O)OC(=O)C=1OC=CC1 furoic acid anhydride